CC1N(CCC1)CCNC(C1=CN=CC=C1)=O l-N-(2-(2-methylpyrrolidin-1-yl)ethyl)nicotinamide